BrC1=CC=C2C=CN(C(C2=C1)=O)C 7-bromo-2-methylisoquinolin-1-one